C(C1=CC=CC=C1)O[C@@H]1[C@H]([C@H](OC2=CC=C(C=C2)OC)O[C@@H]([C@H]1O)COCC1=CC=CC=C1)N1C(C2=CC=CC=C2C1[O-])[O-] 4-methoxyphenyl 3,6-di-O-benzyl-2-deoxy-2-(1,3-dioxido-1,3-dihydro-2H-isoindol-2-yl)-beta-D-glucopyranoside